N-((1-(2-(tert-butylamino)-2-oxoethyl)piperidin-4-yl)methyl)-3,5-dimethoxybenzamide C(C)(C)(C)NC(CN1CCC(CC1)CNC(C1=CC(=CC(=C1)OC)OC)=O)=O